(7S)-4,7-difluoro-7-isopropyl-N-[(1R)-3-[4-(hydroxymethyl)piperidin-1-ium-1-yl]-1-(6-pyridazin-4-yl-3-pyridyl)propyl]-6,8-dihydro-5H-acridine-2-carboxamide FC1=CC(=CC2=CC=3C[C@@](CCC3N=C12)(C(C)C)F)C(=O)N[C@H](CC[NH+]1CCC(CC1)CO)C=1C=NC(=CC1)C1=CN=NC=C1